F\C(\C(=O)N1[C@H](CN(CC1)C1=NC(=NC2=C(C(=CC=C12)C1=CC=CC2=CC=CC(=C12)Cl)F)OC[C@H]1N(CCC1)C)CC#N)=C/C1=NC=CC=N1 2-((S)-1-((Z)-2-fluoro-3-(pyrimidin-2-yl)acryloyl)-4-(8-fluoro-7-(8-chloronaphthalen-1-yl)-2-(((S)-1-methylpyrrolidin-2-yl)methoxy)quinazolin-4-yl)piperazin-2-yl)acetonitrile